C1(CCC1)OC(=O)C1=C(C(=C(N1C(C)(C)C)C(=O)OC1CCC1)C(=O)OC1CCC1)C(=O)OC1CCC1 tetracyclobutyl-1-(tert-butyl)-1H-pyrrole-2,3,4,5-tetracarboxylic acid